C(C)(C)(C)C1=CC=C(CNC(=O)C2=CC=C3C(=C(N(C3=C2)C)C)CC2=CC(=C(C=C2)Cl)O)C=C1 N-(4-(tert-butyl)benzyl)-3-(4-chloro-3-hydroxybenzyl)-1,2-dimethyl-1H-indole-6-carboxamide